1-(4-{[(2-amino-1,3-benzothiazol-5-yl)oxy]methyl}piperidin-1-yl)ethan-1-one NC=1SC2=C(N1)C=C(C=C2)OCC2CCN(CC2)C(C)=O